[NH]C1=NC(=NC=C1F)NC1=CC=C(C=C1)OCCOC 4-(λ2-azaneyl)-5-fluoro-N-(4-(2-methoxyethoxy)phenyl)pyrimidin-2-amine